O=C1CN(CCN1C1=CC(=CC=C1)OC(F)(F)F)CC1=CN=CN1CC1=CC=C(C#N)C=C1 (S)-4-((5-((3-Oxo-4-(3-(trifluoromethoxy)phenyl)piperazin-1-yl)methyl)-1H-imidazol-1-yl)methyl)benzonitrile